C(C)(C)(C)OC(=O)N1[C@@H]([C@H]2CNC[C@H]2C1=O)CC#N (1r,3as,6ar)-1-(cyanomethyl)-3-oxohexahydropyrrolo[3,4-c]pyrrole-2(1H)-carboxylic acid tert-butyl ester